NC1=CC=CC(=N1)S(=O)(=O)NC(=O)C=1C(=NC(=CC1)C1CCCC1)OC1=C(C=C(C=C1C)C)C N-[(6-Amino-2-pyridyl)sulfonyl]-6-cyclopentyl-2-(2,4,6-trimethylphenoxy)pyridin-3-carboxamid